4-amino-N-(2-bromo-4-fluorobenzyl)-N-ethoxy-1-methyl-1H-pyrazolo[4,3-c]quinoline-8-carboxamide NC1=NC=2C=CC(=CC2C2=C1C=NN2C)C(=O)N(OCC)CC2=C(C=C(C=C2)F)Br